C(C)C=1C2C3=C(C4=CC=C(C=C4C(=C3C(C1)C2)O)Cl)OC(C(=C)C)=O 2-ethyl-6-chloro-9-methacryloyloxy-10-hydroxy-1,4-dihydro-1,4-methanoanthracene